4-(7-bromo-2-hydroxynaphthalen-1-yl)-7-methoxy-3-(5-methylpyridin-2-yl)-1H-isochromen-1-one BrC1=CC=C2C=CC(=C(C2=C1)C1=C(OC(C2=CC(=CC=C12)OC)=O)C1=NC=C(C=C1)C)O